6-(3,6-dihydro-2H-pyran-4-yl)-N2-((1R,3s,5S)-9-(ethylsulfonyl)-9-azabicyclo[3.3.1]nonan-3-yl)-N2-methyl-N4-(5-methyl-1H-pyrazol-3-yl)pyrimidine-2,4-diamine O1CCC(=CC1)C1=CC(=NC(=N1)N(C)C1C[C@H]2CCC[C@@H](C1)N2S(=O)(=O)CC)NC2=NNC(=C2)C